(S*)-(5,6-dihydrobenzo[6,7]oxepino[2,3-b]pyridin-5-yl)methanamine N1=C2C(=CC=C1)[C@H](CC1=C(O2)C=CC=C1)CN |o1:6|